O1NC=CC=CC1 2,7-dihydro-1,2-oxazepin